(6,7-dichloro-8-methoxy-1-methyl-1,3,4,5-tetrahydro-2H-pyrido[4,3-b]indol-2-yl)(5-methoxypyrimidin-2-yl)methanone ClC1=C(C(=CC=2C3=C(NC12)CCN(C3C)C(=O)C3=NC=C(C=N3)OC)OC)Cl